[N+](=O)([O-])C1=C(C(=O)NC2=CC=C(C=C2)Cl)C=CC=C1 2-Nitro-N-(4-chlorophenyl)benzamide